CCCCCCCCCCCCCCCC(=O)O[C@H](CO[C@@H]1[C@@H]([C@H]([C@H]([C@H](O1)CO)O)O)O)COC(=O)CCCCCCC/C=C\\CCCCCCCC The molecule is a 2,3-diacyl-1-alpha-D-galactosyl-sn-glycerol in which the groups at the 2- and 3-positions are oleoyl and palmitoyl respectively. It has a role as an antigen.